C(CCC)OCNC1=NC(=NC(=N1)N)N butoxymethyl-melamine